1-amino-4-[(2-aminoethyl)amino]-5-methyl-2-nitrobenzene NC1=C(C=C(C(=C1)C)NCCN)[N+](=O)[O-]